6-fluoro-7-methoxy-quinolin-4-ol FC=1C=C2C(=CC=NC2=CC1OC)O